(4R)-4-methyl-6-[3-(1-methylpyrazol-4-yl)-1-(4-piperidyl)indazol-5-yl]-1,3,4,5-tetrahydro-1,5-benzodiazepin-2-one C[C@H]1NC2=C(NC(C1)=O)C=CC=C2C=2C=C1C(=NN(C1=CC2)C2CCNCC2)C=2C=NN(C2)C